N-(tert-butoxycarbonyl)-N-((2S,3S,4S,5S)-2,3,4,5-tetrahydroxyhexyl)glycine tert-Butyl-4-[(2-oxo-1,3-dihydrobenzimidazole-5-carbonyl)amino]piperidine-1-carboxylate C(C)(C)(C)C1N(CCC(C1)NC(=O)C1=CC2=C(NC(N2)=O)C=C1)C(=O)O.C(C)(C)(C)OC(=O)N(CC(=O)O)C[C@@H]([C@@H]([C@H]([C@H](C)O)O)O)O